ethyl-benzene valerate C(CCCC)(=O)O.C(C)C1=CC=CC=C1